ClC=1C=C(C=CC1F)NC1=C2C=C(NC2=C(C=C1)NC(C)=O)C(=O)OCC Ethyl 4-((3-chloro-4-fluorophenyl) amino)-7-acetylamino-1H-indole-2-carboxylate